COCC(C(C(=O)OCC)C)=O Ethyl 4-methoxy-2-methyl-3-oxobutanoate